2-methyl-1-(4-methyl-5-(4,4,5,5-tetramethyl-1,3,2-dioxaborolan-2-yl)-1H-indazol-1-yl)propan-2-ol CC(CN1N=CC2=C(C(=CC=C12)B1OC(C(O1)(C)C)(C)C)C)(C)O